2-amino-4-morpholino-4-oxo-N-((S)-4-phenyl-1-(4,4,5,5-tetramethyl-1,3,2-dioxaborolan-2-yl)butyl)butanamide hydrochloride Cl.NC(C(=O)N[C@H](CCCC1=CC=CC=C1)B1OC(C(O1)(C)C)(C)C)CC(=O)N1CCOCC1